C1(CC1)NC(NC1=NC=CC(=C1)CN1CCN(CC1)C=1C=CC(=NC1)C(=O)NC)=O 5-(4-((2-(3-cyclopropylureido)pyridin-4-yl)methyl)piperazin-1-yl)-N-methylpicolinamide